C1(CCCC1)CNC=1C2=C(N=C(N1)NC1=C(C=C(C=C1)S(=O)(=O)N1CCC(CC1)N1CCOCC1)OC)NC=C2C(F)(F)F N4-(cyclopentylmethyl)-N2-(2-methoxy-4-((4-morpholino-piperidin-1-yl)sulfonyl)phenyl)-5-(trifluoromethyl)-7H-pyrrolo[2,3-d]pyrimidine-2,4-diamine